N-ethyl-2-[(3-iodo-1H-indazol-6-yl)sulfanyl]benzamide C(C)NC(C1=C(C=CC=C1)SC1=CC=C2C(=NNC2=C1)I)=O